BrC1(CC(C(C(C1(C)C)C1=CC=CC=C1)(O)O)(C(C)(C)C)C(C)(C)C)Br 5,5-dibromo-3,3-di-tert-butyl-6,6-dimethyl-2,2-dihydroxy-1,1-biphenyl